ethyl 2-methyl-4-oxo-4,5,6,7-tetrahydro-2H-isoindole-1-carboxylate CN1C(=C2CCCC(C2=C1)=O)C(=O)OCC